3-(5-(aminomethyl)-1-oxoisoindolin-2-yl)piperidine-2,6-dione-5,5-d NCC=1C=C2CN(C(C2=CC1)=O)C1C(NC(C(C1)([2H])[2H])=O)=O